BrC1N(C(C=2N(C=3C=CC=CC3C2)C1)=O)C1CC1 bromo-2-cyclopropyl-3,4-dihydropyrazino[1,2-a]indol-1(2H)-one